N-(4-METHOXYBENZYL)ISOXAZOL-3-AMINE COC1=CC=C(CNC2=NOC=C2)C=C1